ClC1=CC=C(C=N1)CN1C(=NC2=NC=C(C=C21)F)C=2C(=NON2)N 4-(1-((6-chloropyridin-3-yl)methyl)-6-fluoro-1H-imidazo[4,5-b]pyridin-2-yl)-1,2,5-oxadiazol-3-amine